tertbutyl 5-(8,9-dihydro-7H-cyclopenta[c][1,2,4]triazolo[1,5-a]pyridin-6-yl)-4-isopropyl-6H-thieno[2,3-b]pyrrole-6-carboxylate N=1C=NN2C1C1=C(C(=C2)C2=C(C3=C(N2C(=O)OC(C)(C)C)SC=C3)C(C)C)CCC1